F[C@@H]1[C@@H](C1)NC(C1=C(C=C(C=C1OC)N1C=NC2=C1C=CC(=C2)C=2C=NN(C2)C)OC)=O N-[(1R,2S)-2-fluorocyclopropyl]-2,6-dimethoxy-4-[5-(1-methylpyrazol-4-yl)benzimidazol-1-yl]benzamide